2-acetyl-2-hydroxy-butyric acid C(C)(=O)C(C(=O)O)(CC)O